C(#N)C=1C(=CC(=C(C1)NS(=O)(=O)C=1C=C(C(=O)OC)C=CC1C1CC1)N1CCCCC1)F methyl 3-(N-(5-cyano-4-fluoro-2-(piperidin-1-yl) phenyl) sulfamoyl)-4-cyclopropylbenzoate